7-(cyclopropylethynyl)-5-(1H-pyrrolo[2,3-b]pyridin-4-yl)-1H-indazol-3-amine C1(CC1)C#CC=1C=C(C=C2C(=NNC12)N)C1=C2C(=NC=C1)NC=C2